4-(2-(2-bromo-N-(2-cyanobenzyl)-3,4,5,6-tetrafluorophenylsulfonamido)-N-(3-cyclopropyl-5-(pyrrolidin-1-yl)benzyl)acetamido)-3-ethoxybenzoic acid BrC1=C(C(=C(C(=C1F)F)F)F)S(=O)(=O)N(CC1=C(C=CC=C1)C#N)CC(=O)N(CC1=CC(=CC(=C1)N1CCCC1)C1CC1)C1=C(C=C(C(=O)O)C=C1)OCC